FC(C=1C=CC=2N(N1)C(=NN2)C(=O)N)(F)F 6-(trifluoromethyl)-[1,2,4]triazolo[4,3-b]pyridazine-3-carboxamide